CN1N=C(C=C1NC1=C(C(NC=C1)=O)C(=O)NC1=CC=C(C=C1)N1CCN(CC1)C)C 4-((1,3-Dimethyl-1H-pyrazol-5-yl)amino)-N-(4-(4-methylpiperazin-1-yl)phenyl)-2-oxo-1,2-dihydropyridine-3-carboxamide